FC(S(=O)(=O)C=1C=C(C=CC1)CC1CC2(CNC2)C1)(F)F 6-[[3-(trifluoro-methylsulfonyl)phenyl]methyl]-2-azaspiro[3.3]heptane